(R)-(+)-2-hydroxy-3-phenylpropionic acid C1=CC=C(C=C1)C[C@H](C(=O)O)O